C(#N)C=1SC2=C(N1)C=CC(=C2)NCC(=O)O (2-cyanobenzo[d]thiazol-6-yl)glycine